4-benzylpiperidine-2-carboxamide C(C1=CC=CC=C1)C1CC(NCC1)C(=O)N